NC1=C(C(=NC=N1)OC1=C(C=C(C=C1)NC(=O)C=1C=NN(C1C(F)(F)F)C1=NC=CC=C1Cl)F)Cl N-[4-(6-amino-5-chloro-pyrimidin-4-yl)oxy-3-Fluoro-phenyl]-1-(3-chloro-2-pyridyl)-5-(trifluoromethyl)pyrazole-4-carboxamide